[Cu+2].[Na+].[Na+].[Na+].[Na+].CC(C#CS(=O)(=O)N[C@H]1CN(CCC1)C(=O)NC1=CC=C(C=C1)OC(F)(F)F)C (R)-3-(3-methylbut-1-yn-1-ylsulfonamido)-N-(4-(trifluoromethoxy)phenyl)piperidine-1-carboxamide tetrasodium copper (II)